FC(C)(F)C1=NC(=CC(=C1)NC1=CC(=NC=C1C)NC(C)=O)C N-(4-((2-(1,1-difluoroethyl)-6-methylpyridin-4-yl)amino)-5-methylpyridin-2-yl)acetamide